5-amino-N2-[6-[4-(2-aminoethylcarbamoyl)-1-piperidyl]-3-pyridyl]-N7,N7-dipropyl-6H-thieno[3,2-b]azepine-2,7-dicarboxamide NC=1CC(=CC2=C(N1)C=C(S2)C(=O)NC=2C=NC(=CC2)N2CCC(CC2)C(NCCN)=O)C(=O)N(CCC)CCC